ClC=1C(=CC2=C(C[C@](O2)(C2=CC=CC=C2)CNC([2H])([2H])[2H])C1C1=C(C(=O)N)C=CC(=C1F)OC(F)F)F ((2S,4S)-5-chloro-6-fluoro-2-(((methyl-d3)amino)methyl)-2-phenyl-2,3-dihydrobenzofuran-4-yl)-4-(difluoromethoxy)-3-fluorobenzamide